C(CCC\C=C/C\C=C/C\C=C/C\C=C/C\C=C/CC)NCCCCO 4-(((5Z,8Z,11Z,14Z,17Z)-icosa-5,8,11,14,17-pentaen-1-yl)amino)butan-1-ol